CC(C)(C/C(=N\\OS(=O)(=O)[O-])/S[C@H]1[C@@H]([C@H]([C@@H]([C@H](O1)CO)O)O)O)O The molecule is an hydroxy-alkylglucosinolate that is isobutylglucosinolate which has been hydroxylated at the 2-position of the isobutyl chain. It derives from an isobutylglucosinolate. It is a conjugate base of a glucoconringiin.